2-Methoxy-N-((1s,4s)-4-((7-morpholino-1,6-naphthyridin-5-yl)oxy)cyclohexyl)acetamide COCC(=O)NC1CCC(CC1)OC1=C2C=CC=NC2=CC(=N1)N1CCOCC1